FC(OC1=CC(=NN1)NC1=CC=C2C(=N1)N(N=N2)C(C)C2(CCOCC2)O)F 4-(1-(5-((5-(Difluoromethoxy)-1H-pyrazol-3-yl)amino)-3H-[1,2,3]triazolo[4,5-b]pyridin-3-yl)ethyl)tetrahydro-2H-pyran-4-ol